C(#N)C=1C(=NC(=C(C1CC)C#N)N1CCC(CC1)NCC(F)F)SC(C(=O)N)C1=CC=CC=C1 2-((3,5-dicyano-6-(4-((2,2-difluoroethyl)amino)piperidin-1-yl)-4-ethylpyridin-2-yl)thio)-2-phenylacetamide